FC1=CC=C(C=C1)[C@H]1[C@@H](CNCC1)COC=1C=C(C(=O)O)C=CC1 3-(((3S,4R)-4-(4-fluorophenyl)piperidin-3-yl)methoxy)benzoic acid